FC1=C(CC=2C=NN(C2)C(=O)N[C@@H]2C(N(C3=C(OC2)C=CC(=C3)OCCCC(C)(C)O)C)=O)C=CC=C1 (S)-4-(2-fluorobenzyl)-N-(7-((4-hydroxy-4-methylpentyl)oxy)-5-methyl-4-oxo-2,3,4,5-tetrahydrobenzo[b][1,4]oxazepin-3-yl)-1H-pyrazole-1-carboxamide